ClC[C@@H](CC(=O)OCC)O Ethyl R-(+)-4-chloro-3-hydroxybutyrate